C(C)OCCOC1=CC=C(C=C1)C=1C=CC2=C(C=C(CCS2(=O)=O)C(=O)NC2=CC=C(C=C2)CN(C2CCOCC2)C)C1 7-[4-(2-ethoxyethoxy)phenyl]-N-[4-[[N-methyl-N-(tetrahydropyran-4-yl)amino]methyl]phenyl]-1,1-dioxo-2,3-dihydro-1-benzothiepine-4-carboxamide